5-bromo-4-chloro-1-(tetrahydro-2H-pyran-2-yl)-6-(trifluoromethyl)-1H-indazole BrC=1C(=C2C=NN(C2=CC1C(F)(F)F)C1OCCCC1)Cl